2-[(1S,4S,5R)-5-{[5-cyclopropyl-3-(2,6-dichloro-4-hydroxyphenyl)-1,2-oxazol-4-yl]methoxy}-2-azabicyclo[2.2.1]heptan-2-yl]-4-fluoro-1,3-benzothiazole-6-carboxylic acid C1(CC1)C1=C(C(=NO1)C1=C(C=C(C=C1Cl)O)Cl)CO[C@H]1[C@@H]2CN([C@H](C1)C2)C=2SC1=C(N2)C(=CC(=C1)C(=O)O)F